C1(CCC1)N(C(OOC1=CC(=C2C(=N1)C(=CS2)C(NC)=O)C(F)(F)F)=O)C2COC2 (+/-)-cis-(1s,3s)-3-((3-(methylcarbamoyl)-7-(trifluoromethyl) thieno[3,2-b]pyridin-5-yl) oxy) cyclobutyloxetan-3-ylcarbamate